COC1=CC=C(C(=O)C2=CC=C(OCC(=O)NC=3C=NC=CC3)C=C2)C=C1 2-(4-(4-methoxybenzoyl)phenoxy)-N-(pyridin-3-yl)acetamide